isopropyl 3-(4-((3-(1H-imidazol-2-yl)phenyl)carbamoyl)-3-methyl-5-oxo-4,5-dihydro-1H-pyrazol-1-yl)benzoate N1C(=NC=C1)C=1C=C(C=CC1)NC(=O)C1C(=NN(C1=O)C=1C=C(C(=O)OC(C)C)C=CC1)C